C1(CCC1)N1CC2C(C1)CC(C2)N2CCC(CC2)C2=CC(=C1C(=N2)N(C(=N1)C1=CC(=C(C=C1)OC)OC)C)C 5-(1-(2-cyclobutyloctahydrocyclopenta[c]pyrrol-5-yl)piperidin-4-yl)-2-(3,4-dimethoxyphenyl)-3,7-dimethyl-3H-imidazo[4,5-b]pyridine